ClC=1C(=C(OC=2C3=C(N=CN2)C=CC(=N3)N3[C@@H]2CN([C@H](C3)C2)C(C=C)=O)C=CC1)F 1-((1S,4S)-5-(4-(3-chloro-2-fluorophenoxy)pyrido[3,2-d]pyrimidin-6-yl)-2,5-diazabicyclo[2.2.1]heptan-2-yl)prop-2-en-1-one